2-methylene-4-methyl-1,3-dioxolane C=C1OCC(O1)C